C(C)N1CCN(CC1)C1=CC=CC(=N1)N1CC2(CC1)CCNCC2 2-[6-(4-ethylpiperazin-1-yl)-2-pyridyl]-2,8-diazaspiro[4.5]decane